[Si](C1=CC=CC=C1)(C1=CC=CC=C1)(C(C)(C)C)OCC(CN)(F)F 3-((tert-butyldiphenylsilyl)oxy)-2,2-difluoropropan-1-amine